C12CN(CC(O1)C2)C2=NC=1N(C=C2)N=CC1C(=O)O 5-(6-Oxa-3-azabicyclo[3.1.1]hept-3-yl)pyrazolo[1,5-a]pyrimidine-3-carboxylic acid